FC(C1=CC=C(C=C1)C1=CN=CC(=N1)C(=O)N)(F)F 6-(4-(trifluoromethyl)phenyl)pyrazine-2-carboxamide